1-amino-N-ethyl-5-isopropyl-5,6,7,8-tetrahydropyrimido[5'',4'':4',5']pyrrolo[3',2':3,4]azepino[1,2-a]indole-11-carboxamide NC1=NC=NC2=C1C1=C(CCCN3C1=CC=1C=CC(=CC31)C(=O)NCC)N2C(C)C